10-(3',5',6'-tris(3-methyl-3H-imidazo[4,5-b]pyridin-2-yl)-4'-phenyl-[1,1':2',1''-terphenyl]-4-yl)-10H-phenoxazine CN1C(=NC=2C1=NC=CC2)C2=C(C(=C(C(=C2C2=CC=CC=C2)C2=NC=1C(=NC=CC1)N2C)C2=NC=1C(=NC=CC1)N2C)C2=CC=C(C=C2)N2C1=CC=CC=C1OC=1C=CC=CC21)C2=CC=CC=C2